N1(CCOCC1)C=1C=C(C(=O)O)C=CC1 3-morpholinylbenzoic acid